SN Mercaptoamin